[NH4+].[NH4+].[Mn+2] Manganese diammonium